Cl.NC/C(/CN1N=CN(C1=O)C1=C(C=C(C=C1)C=1C=NC(=CC1)N1CCOCC1)F)=C\F 2-[(E)-2-(aminomethyl)-3-fluoro-allyl]-4-[2-fluoro-4-(6-morpholino-3-pyridyl)phenyl]-1,2,4-triazol-3-one hydrochloride